[SiH3]N[SiH3] Disilylamine